1-[3-(hydroxyethyl)-6-[6-[[6-[(3-methoxyazetidin-1-yl)methyl]pyridazin-3-yl]amino]benzimidazol-1-yl]-2-pyridyl]-5-methyl-pyrazole-3-carbonitrile OCCC=1C(=NC(=CC1)N1C=NC2=C1C=C(C=C2)NC=2N=NC(=CC2)CN2CC(C2)OC)N2N=C(C=C2C)C#N